4-cyclopropyl-2-[(4,4-difluoro-3-methyl-1-piperidinyl)methyl]-7-methoxy-1-(p-tolylsulfonyl)pyrrolo[2,3-c]pyridine C1(CC1)C1=C2C(=C(N=C1)OC)N(C(=C2)CN2CC(C(CC2)(F)F)C)S(=O)(=O)C2=CC=C(C=C2)C